ClC1N(C=C(C=N1)C(F)(F)F)CC1=CC=C(C=C1)C=1N(C=C(N1)C(F)(F)F)C 2-chloro-N-(4-(1-methyl-4-(trifluoromethyl)-1H-imidazol-2-yl)benzyl)-5-(trifluoromethyl)pyrimidine